N-[(1-methoxy-4-isoquinolinyl)methylene]-2-methyl-propane-2-sulfinamide COC1=NC=C(C2=CC=CC=C12)C=NS(=O)C(C)(C)C